CS(=O)(=O)CC1=CC=C(O1)C(=O)O 5-(methylsulfonyl-methyl)furan-2-carboxylic acid